C(C)(C)(C)OC(=O)N1CCC2(CC(=C2)B2OC(C(O2)(C)C)(C)C)CC1 2-(4,4,5,5-tetramethyl-1,3,2-dioxaborolane-2-yl)-7-azaspiro[3.5]non-1-ene-7-carboxylic acid tert-butyl ester